OC1(CN(C1)C(=O)O[C@@H]1CC[C@H](CC1)C(N(CC12CCC(CC1)(CC2)C2=CC(=C(C=C2)OC)C)C2=NC=CC(=C2)C=2N=C(OC2)C(C)(C)C)=O)C 4-((4-(2-(tert-Butyl)oxazol-4-yl)pyridin-2-yl)((4-(4-methoxy-3-methylphenyl)bicyclo[2.2.2]octan-1-yl)methyl)carbamoyl)(trans-cyclohexyl) 3-hydroxy-3-methylazetidine-1-carboxylate